2-(3-(4-((2-amino-7H-pyrrolo[2,3-d]pyrimidin-4-yl)oxy)phenyl)ureido)-4-oxo-4-phenylbutanoic acid NC=1N=C(C2=C(N1)NC=C2)OC2=CC=C(C=C2)NC(NC(C(=O)O)CC(C2=CC=CC=C2)=O)=O